tert-butyl (4S)-5-amino-4-[5-(1-hydroxybut-3-enyl)-1-oxo-isoindolin-2-yl]-5-oxo-pentanoate NC([C@H](CCC(=O)OC(C)(C)C)N1C(C2=CC=C(C=C2C1)C(CC=C)O)=O)=O